COC(=O)C1=CC=C2C=NN(C2=C1)C1=CC(=C(C=C1)OC)OCC1=C(C(=CC=C1OC)F)F 1-{3-[(2,3-difluoro-6-methoxyphenyl)methoxy]-4-methoxyphenyl}indazole-6-carboxylic acid methyl ester